8-bromo-1-(4-(methoxy-d3)benzyl)-4-(5-methyloxazol-2-yl)-1,3-dihydro-2H-benzo[b]azepin-2-one BrC=1C=CC2=C(N(C(CC(=C2)C=2OC(=CN2)C)=O)CC2=CC=C(C=C2)OC([2H])([2H])[2H])C1